C(C)S(=O)(=O)OC(C(=O)O)C 2-((ethylsulfonyl)oxy)propanoic acid